5,6-dihydro-1H-oxazolo[4,3-a]isoquinolin-3(10bH)-one C1OC(N2C1C1=CC=CC=C1CC2)=O